C1(=CC=CC=C1)S(=O)(=O)C1=CC=C(C=C1)CNC(=O)N1CC2=C(CC1)NN=C2 N-{[4-(benzenesulfonyl)phenyl]methyl}-1H,4H,5H,6H,7H-pyrazolo[4,3-c]pyridine-5-carboxamide